NC1=NC(=NC=C1)N1C[C@H]([C@](CC1)(O)C)O |r| rac-cis-1-(4-aminopyrimidin-2-yl)-4-methylpiperidine-3,4-diol